ClC1=NC(=CC2=C1N(C=N2)C(C)C)C(=O)OC Methyl 4-chloro-3-isopropyl-3H-imidazo[4,5-c]pyridine-6-carboxylate